2-[7-(4-fluoro-2-isopropoxy-phenyl)-4-(trifluoromethylsulfonyloxy)thieno[3,2-c]pyridin-6-yl]-6,7-dihydro-4H-pyrazolo[1,5-a]pyrazine-5-carboxylic acid tert-butyl ester C(C)(C)(C)OC(=O)N1CC=2N(CC1)N=C(C2)C2=C(C1=C(C(=N2)OS(=O)(=O)C(F)(F)F)C=CS1)C1=C(C=C(C=C1)F)OC(C)C